6-(3-amino-6-(3-((dimethylamino)methyl)-4-morpholinophenyl)-5-fluoropyrazin-2-yl)-4-fluoroisoquinolin-1(2H)-one NC=1C(=NC(=C(N1)F)C1=CC(=C(C=C1)N1CCOCC1)CN(C)C)C=1C=C2C(=CNC(C2=CC1)=O)F